N1=C2N(C=C1)CCC2=O 5H-pyrrolo[1,2-a]imidazol-7(6H)-one